ter-pinen-4-ol C12=C(C(C(C(C1(C)C)C2)O)C2(C(=C1C(C(C2)C1)(C)C)C)C1C(=C2C(C(C1)C2)(C)C)C)C